3-bromo-2,2,3,3-tetrafluoropropanol BrC(C(CO)(F)F)(F)F